N-benzyl-2-methoxy-5-(2-methyl-1-oxo-2,7-naphthyridin-4-yl)benzenesulfonamide C(C1=CC=CC=C1)NS(=O)(=O)C1=C(C=CC(=C1)C1=CN(C(C2=CN=CC=C12)=O)C)OC